C[C@](CO)([C@@H](COP(=O)(O)OP(=O)(O)OC[C@@H]1[C@H]([C@H]([C@@H](O1)N2C=CC(=NC2=O)N)O)O)O)OP(=O)(O)O 4-diphosphocytidyl-2-C-methyl-D-erythritol 2-phosphate